NCC=1C=C(C[C@@]2(NC[C@H](C2)O)CNC2=CC(=C(C=C2Cl)S(=O)(=O)NC=2SC=CN2)F)C=CC1 4-((((2S,4S)-2-(3-(aminomethyl)benzyl)-4-hydroxypyrrolidin-2-yl)methyl)amino)-5-chloro-2-fluoro-N-(thiazol-2-yl)benzenesulfonamide